NC1=CC(=C(OC2=NC=C(C(=C2)S(=O)(=O)NC2CCC2)OC)C(=C1)Cl)Cl 2-(4-amino-2,6-dichloro-phenoxy)-N-cyclobutyl-5-methoxy-pyridine-4-sulfonamide